1,2,3,6-tetrahydropyridine-1-carboxylic acid 2-methylpropan-2-yl ester CC(C)(C)OC(=O)N1CCC=CC1